FC(C=1C=C(OCC([C@H](CCC(=O)OCC2=CC=CC=C2)NC(=O)OC(C)(C)C)=O)C=C(C1)C(F)(F)F)(F)F Benzyl (S)-6-(3,5-bis(trifluoromethyl)phenoxy)-4-((tert-butoxycarbonyl)amino)-5-oxohexanoate